O1CCCC=C1C1=NOC(=N1)CC=1NC2=CC=C(C=C2C(N1)=O)C=1C=NC(=CC1)OC 2-((3-(3,4-dihydro-2H-pyran-6-yl)-1,2,4-oxadiazol-5-yl)methyl)-6-(6-methoxypyridin-3-yl)quinazolin-4(1H)-one